ClC1=CC2=C(N=CN=C2OC2=CC=C(C=C2)NC(=O)C2(CC2)C(=O)NC2=CC=C(C=C2)F)C=N1 1-N-[4-(6-Chloropyrido[3,4-d]pyrimidin-4-yl)oxyphenyl]-1-N'-(4-fluorophenyl)cyclopropane-1,1-dicarboxamide